(2S)-2-(3-azabicyclo[3.3.1]nonane-9-carboxamido)-9-(5,6,7,8-tetrahydro-1,8-naphthyridin-2-yl)nonanoic acid C12CNCC(CCC1)C2C(=O)N[C@H](C(=O)O)CCCCCCCC2=NC=1NCCCC1C=C2